F[P-](F)(F)(F)(F)F.FC=1C(=C(C=C(C1)F)[Ir+]C1=C(C(=CC(=C1)F)F)C1=NC=C(C=C1)C)C1=NC=C(C=C1)C bis[3,5-difluoro-2-[5-methyl-2-pyridinyl]phenyl]iridium(III) hexafluorophosphate